tert-butyl (E)-3-((3-butyl-2-fluoro-7-(methylthio)-1,1-dioxido-5-phenyl-2,3,4,5-tetrahydrobenzo[b][1,4]thiazepin-8-yl)oxy)acrylate C(CCC)C1CN(C2=C(S(C1F)(=O)=O)C=C(C(=C2)SC)O/C=C/C(=O)OC(C)(C)C)C2=CC=CC=C2